C(=O)(O)C1=CC=C(C=C1C1=CC=C(C=C1)CN1C(=NC2=C1C(=CC=C2)C(=O)O)OCC)C2=CC=CC=C2 1-((6'-carboxy-[1,1':3',1''-terphenyl]-4-yl)methyl)-2-ethoxy-1H-benzo[d]imidazole-7-carboxylic acid